5-[3-(3,5-dimethylphenyl)pyrrolidine-1-carbonyl]-6-methyl-N-(1-methylcyclopropyl)furo[2,3-d]pyrimidin-4-amine CC=1C=C(C=C(C1)C)C1CN(CC1)C(=O)C1=C(OC=2N=CN=C(C21)NC2(CC2)C)C